5-(4-chlorobenzyl)-8-isopropyl-2-(6-methylpyridin-3-yl)-2,5,8-triazaspiro[3.5]nonane-6,9-dione ClC1=CC=C(CN2C3(CN(C3)C=3C=NC(=CC3)C)C(N(CC2=O)C(C)C)=O)C=C1